C(C(=C)C)(=O)OCCN(CC1=C(C(=C(C(=C1F)F)F)F)F)C 2-(methyl((perfluorophenyl)methyl)amino)-ethyl methacrylate